C(CCCCCCCCCCC)(=O)OC([C@@H](N)CCC(=O)OC(CCCCCCCCCCC)=O)=O.N[C@@H](CCCCN)C(=O)O lysine dilauroylglutamate salt